COC1=C(CNC2=C3N=CN=C3N(C=N2)C2[C@H](O)[C@@H](O)[C@H](O)[C@H](O2)CO)C=C(C=C1)OC 6-(2,5-dimethoxybenzylamino)-3-glucopyranosylpurine